(S)-2-((methoxymethoxy)methyl)oxirane COCOC[C@H]1OC1